C1(CCCCCCCCCCC1)CCN1BNBNB1 (2-cyclododecylethyl)borazine